1,2-bis[(3-ethyloxetan-3-yl)methoxy]ethane C(C)C1(COC1)COCCOCC1(COC1)CC